N-(5,6-difluoro-2,3-dihydro-1H-inden-2-yl)acetamide Methyl-6-bromo-1-methyl-1,2-dihydro-3H-benzo[e]indole-3-carbimidothioate hydrogen iodide salt I.CSC(=N)N1CC(C=2C3=C(C=CC12)C(=CC=C3)Br)C.FC=3C=C1CC(CC1=CC3F)NC(C)=O